2-(5-bromo-2-furoyl)-acetonitrile BrC1=CC=C(O1)C(=O)CC#N